(2S)-N-[(1S)-1-cyano-2-[4-(3-methyl-2-oxo-1,3-benzoxazol-5-yl)phenyl]ethyl]-4-propyl-1,4-oxazepane-2-carboxamide C(#N)[C@H](CC1=CC=C(C=C1)C=1C=CC2=C(N(C(O2)=O)C)C1)NC(=O)[C@H]1OCCCN(C1)CCC